4-[(2S,6R)-2-[[6-(3-aminoazetidin-1-yl)spiro[1H-isobenzofuran-3,3'-azetidine]-1'-yl]methyl]-6-methyl-morpholin-4-yl]-1-methyl-1,8-naphthyridin-2-one NC1CN(C1)C1=CC=C2C(=C1)COC21CN(C1)C[C@H]1CN(C[C@H](O1)C)C1=CC(N(C2=NC=CC=C12)C)=O